5-(4-amino-7-methyl-5-[4-[(4-methylpyrimidin-2-yl)oxy]phenyl]pyrrolo[2,3-d]pyrimidin-6-yl)-1,4-dimethylpyrazol-3-amine NC=1C2=C(N=CN1)N(C(=C2C2=CC=C(C=C2)OC2=NC=CC(=N2)C)C2=C(C(=NN2C)N)C)C